Cinnoline-3-carboxylic acid ethyl ester C(C)OC(=O)C=1N=NC2=CC=CC=C2C1